4-(4-((5-(Benzyloxy)-2-(4-(benzyloxy)phenyl)-3-methyl-3H-indol-3-yl)methyl)-phenoxy)-N-methoxy-N-methylbutanamide C(C1=CC=CC=C1)OC=1C=C2C(C(=NC2=CC1)C1=CC=C(C=C1)OCC1=CC=CC=C1)(C)CC1=CC=C(OCCCC(=O)N(C)OC)C=C1